C(C)OC(C)OC(C(=O)O)C 2-(1-ethoxyethoxy)propanoic acid